C(C)(C)(C)C1=C2CCC3(C2=CC(=C1)C(C)(C)C)CCC1=C(C=C(C=C13)C(C)(C)C)C(C)(C)C 4,4',6,6'-tetra-tert-butyl-(R)-1,1'-spirobiindane